2-ISOPROPYL-1H-IMIDAZOLE-4-CARBALDEHYDE C(C)(C)C=1NC=C(N1)C=O